C(C1=CC=CC=C1)OC(NC1=NNC=C1C=O)=O (4-FORMYL-1H-PYRAZOL-3-YL)-CARBAMIC ACID BENZYL ESTER